methyl (2R,4S,5R,6R)-4-(acetyloxy)-6-[(1R,2R)-1,2-bis(acetyloxy)-3-[(4-chlorophenyl) formamido]propyl]-2-[(2,3-difluorophenyl)methoxy]-5-(2-fluoroacetamido)oxane-2-carboxylate C(C)(=O)O[C@H]1C[C@@](O[C@H]([C@@H]1NC(CF)=O)[C@@H]([C@@H](CNC(=O)C1=CC=C(C=C1)Cl)OC(C)=O)OC(C)=O)(C(=O)OC)OCC1=C(C(=CC=C1)F)F